(S)-1-(2-cyclopropyl-4-(4-((2-fluoro-3-methyl-4-((1-methyl-1H-benzo[d][1,2,3]triazol-5-yl)oxy)phenyl)amino)pyrido[3,2-d]pyrimidin-6-yl)piperazin-1-yl)prop-2-en-1-one C1(CC1)[C@@H]1N(CCN(C1)C=1C=CC=2N=CN=C(C2N1)NC1=C(C(=C(C=C1)OC1=CC2=C(N(N=N2)C)C=C1)C)F)C(C=C)=O